6-((4-Hydroxybutyl)(methyl)amino)undecane-1,11-diyl dicyclopentadecanecarboxylate C1(CCCCCCCCCCCCCC1)C(=O)OCCCCCC(CCCCCOC(=O)C1CCCCCCCCCCCCCC1)N(C)CCCCO